2-(difluoromethoxy)ethylamine FC(OCCN)F